(S)-6-(1-amino-1,3-dihydrospiro[indene-2,4'-piperidine]-1'-yl)-3-(1-(2-(cyclopropylamino)pyridin-4-yl)cyclopropyl)-1,5-dihydro-4H-pyrazolo[3,4-d]pyrimidin-4-one N[C@@H]1C2=CC=CC=C2CC12CCN(CC2)C=2NC(C1=C(N2)NN=C1C1(CC1)C1=CC(=NC=C1)NC1CC1)=O